iridium(III) bis[(pyridyl)benzothiophene] N1=C(C=CC=C1)C=1SC2=C(C1)C=CC=C2.N2=C(C=CC=C2)C=2SC1=C(C2)C=CC=C1.[Ir+3]